platinum-magnesium [Mg].[Pt]